[S].[S] Sulphur Sulphur